C(CCCCCCC\C=C/C\C=C/CCCCC)OC[C@H](CCCCCCCCC)N (2S)-1-[(9Z,12Z)-octadeca-9,12-dien-1-yloxy]undecan-2-amine